2-[4-[(E)-3-(6-Methoxynaphthalen-2-yl)prop-2-enoyl]phenoxy]acetic acid COC=1C=C2C=CC(=CC2=CC1)/C=C/C(=O)C1=CC=C(OCC(=O)O)C=C1